NC=1N=C(C2=C(N1)\C(\N(C2=O)CC)=C/C2=C(C=CC=C2)C(F)(F)F)C=2OC(=CC2)C (E)-2-amino-7-(2-(trifluoromethyl)phenylmethylene)-4-(5-methylfuran-2-yl)-6-ethyl-5H,6H,7H-pyrrolo[3,4-d]pyrimidin-5-one